FC=1C=NC(=NC1)O[C@@H]1C[C@H](C1)NC(OC(C)(C)C)=O tert-butyl (trans-3-((5-fluoropyrimidin-2-yl)oxy)cyclobutyl)carbamate